5-((3R,5S)-3-amino-5-methylpiperidin-1-yl)quinoline-8-carbonitrile N[C@H]1CN(C[C@H](C1)C)C1=C2C=CC=NC2=C(C=C1)C#N